FC(OC1=CC=CC=2C(N([C@H]3C=4N([C@@H](C21)C3)C3=C(N4)C=CC(=C3)C#CCCN3CCOCC3)C([2H])([2H])[2H])=O)F (7R,14R)-1-(difluoromethoxy)-6-(methyl-d3)-11-(4-morpholinobut-1-yn-1-yl)-6,7-dihydro-7,14-methanobenzo[f]benzo[4,5]imidazo[1,2-a][1,4]diazocin-5(14H)-one